C1=CC(=C(C=C1Cl)C(=O)O)[O-] The molecule is conjugate base of 5-chlorosalicylic acid. It is a chlorobenzoate and a hydroxybenzoate. It is a conjugate base of a 5-chlorosalicylic acid.